pyrazolo[3,4-d]pyrimidine-4-carbonitrile-1-d N1(N=CC=2C1=NC=NC2C#N)[2H]